(E)-12-(cuban-1-yl)dodeca-11-enoic acid C12(C3C4C5C3C1C5C24)/C=C/CCCCCCCCCC(=O)O